6-benzyl-2-chloro-5,6,7,8-tetrahydropyrido[4,3-d]pyrimidin-4-amine C(C1=CC=CC=C1)N1CC2=C(N=C(N=C2N)Cl)CC1